3-nitro-N-(5-(trimethylsilyl)pyridin-2-yl)pyridin-2-amine [N+](=O)([O-])C=1C(=NC=CC1)NC1=NC=C(C=C1)[Si](C)(C)C